C(C)(C)(C)OC([C@@H](CCC(=O)O)NC(CCCCCCCCCCCCCCCCC(=O)OC(C)(C)C)=O)=O (R)-5-(tert-butoxy)-4-(18-(tert-butoxy)-18-oxooctadecanamido)-5-oxopentanoic acid